N-((2-(2,6-dioxopiperidin-3-yl)-1-oxoisoindolin-5-yl)methyl)-2,2-difluoro-2-(5-fluoropyridin-2-yl)acetamide O=C1NC(CCC1N1C(C2=CC=C(C=C2C1)CNC(C(C1=NC=C(C=C1)F)(F)F)=O)=O)=O